CC1=NC=CC=C1Br 2-methyl-3-Bromopyridine